N-((3R,4S,6R)-4-azido-6-((S)-1-(4-fluorophenyl)-1,2,3,4-tetrahydroisoquinoline-2-carbonyl)tetrahydro-2H-pyran-3-yl)acetamide N(=[N+]=[N-])[C@@H]1[C@H](CO[C@H](C1)C(=O)N1[C@H](C2=CC=CC=C2CC1)C1=CC=C(C=C1)F)NC(C)=O